FC=1C(=NC(=NC1)N[C@@H]1CC[C@H](CC1)NC(C)=O)C1=CC(=CC=C1)N1CCC(CC1)O trans-N-(4-((5-fluoro-4-(3-(4-hydroxypiperidin-1-yl)phenyl)pyrimidin-2-yl)amino)cyclohexyl)acetamide